OC(C)[Te][Te]C(C)O di-(1-hydroxyethyl) ditelluride